methylsulfonylethanone CS(=O)(=O)C(C)=O